C(C)(C)(C)OC(=O)N1CC2CCC(C1)N2C(C=2N=NNN2)C2=CC=CC=C2 tert-butyl-8-(phenyl (2H-tetrazol-5-yl) methyl)-3,8-diazabicyclo[3.2.1]octane-3-carboxylate